10-METHYL-OCTADECANOIC ACID CC(CCCCCCCCC(=O)O)CCCCCCCC